N5-(2-Hydroxyethoxy-1,1,2,2-d4)-2-methyl-N4-(2,3,5,6-tetrafluoro-3'-(methoxy-d3)-[1,1'-biphenyl]-4-yl)thiazole-4,5-dicarboxamide OC(C(ONC(=O)C1=C(N=C(S1)C)C(=O)NC1=C(C(=C(C(=C1F)F)C1=CC(=CC=C1)OC([2H])([2H])[2H])F)F)([2H])[2H])([2H])[2H]